COC1=C(C=CC=C1)C(/C=C/C1=CC=C(C=C1)\C=C/1\C(N(C(S1)=O)CC1=CC=C(C(=O)O)C=C1)=O)=O 4-[[(5Z)-5-[[4-[(E)-3-(2-Methoxyphenyl)-3-oxoprop-1-enyl]phenyl]methylidene]-2,4-dioxo-1,3-thiazolidin-3-yl]methyl]benzoic acid